O[C@H]1[C@@H](C(NC1)CC1=CC=C(C=C1)OC)[C@H](C(=O)O)NC1=C(C(C1=O)=O)N.C(C1=CC=CC=C1)S(=O)(=O)N1C=CC=C1 N-toluenesulfonyl-pyrrole (2R,3S,4S)-4-hydroxy-2-[(4-methoxyphenyl)methyl]pyrrolidin-3-yl-2-[(2-amino-3,4-dioxocyclobut-1-en-1-yl)amino]acetate